OB1OCC2=C1C=CC(=C2)\C=N\N(C2=NS(C1=C2C=CC(=C1)C)(=O)=O)CC(C)C N-[(E)-(1-Hydroxy-3H-2,1-benzoxaborol-5-yl)methylenamino]-N-isobutyl-6-methyl-1,1-dioxo-1,2-benzothiazol-3-amin